imidazo[4,5-b]indole-7-carboxamide N1=CN=C2N=C3C=CC(=CC3=C21)C(=O)N